BrC=1C=CC(=C(CN2C(C=C(C=C2)C=2C=C3C(=NNC3=CC2)C2=CC(=NC=C2)C)=O)C1)F 1-(5-bromo-2-fluorobenzyl)-4-(3-(2-methylpyridin-4-yl)-1H-indazol-5-yl)pyridin-2(1H)-one